methyl 5-(1-(7-isopropyl-1,3-dimethyl-2-oxo-2,3-dihydro-1H-benzo[d]imidazol-5-yl)-2,3-dihydro-1H-spiro[quinoline-4,2'-[1,3]dithiolan]-6-yl)picolinate C(C)(C)C1=CC(=CC2=C1N(C(N2C)=O)C)N2CCC1(SCCS1)C1=CC(=CC=C21)C=2C=CC(=NC2)C(=O)OC